The molecule is a polybromodiphenyl ether that is diphenyl ether in which all of the hydrogens have been replaced by bromines. It has a role as a neurotoxin. C1(=C(C(=C(C(=C1Br)Br)Br)Br)Br)OC2=C(C(=C(C(=C2Br)Br)Br)Br)Br